5-[4-[[(5-tert-butyl-2-pyridyl)amino]methyl]-2-fluoro-6-hydroxy-phenyl]-1,1-dioxo-1,2,5-thiadiazolidin-3-one C(C)(C)(C)C=1C=CC(=NC1)NCC1=CC(=C(C(=C1)O)N1CC(NS1(=O)=O)=O)F